(S)-N-(7-((3-Hydroxyoxetan-3-yl)ethynyl)-5-methyl-4-oxo-2,3,4,5-tetrahydrobenzo[b][1,4]oxazepin-3-yl)-4-((6-methylpyridin-2-yl)methyl)picolinamid OC1(COC1)C#CC1=CC2=C(OC[C@@H](C(N2C)=O)NC(C2=NC=CC(=C2)CC2=NC(=CC=C2)C)=O)C=C1